C(C1=CC=CC=C1)OCCNC1CCN(CC1)C(=O)OC(C)(C)C tert-butyl 4-(2-benzyloxyethylamino)piperidine-1-carboxylate